1-(3-fluorophenyl)-2-{[5-(4-methanesulfonylphenyl)-1H-1,2,4-triazol-3-yl]sulfanyl}propan-1-one FC=1C=C(C=CC1)C(C(C)SC1=NNC(=N1)C1=CC=C(C=C1)S(=O)(=O)C)=O